FC1(CCC(CC1)(O)C=1SC=C(N1)CO)F 4,4-difluoro-1-(4-(hydroxymethyl)thiazol-2-yl)cyclohexanol